BrC(C(=O)NC=1N=NC(=CC1)OCC1CC1)C 2-bromo-N-(6-(cyclopropylmethoxy)pyridazin-3-yl)propanamide